CN1CCN(CC1)C1=CC=CC=C1 (4-methylpiperazin-1-yl)benzene